C(C)(C)(C)C=1C=C(C2=C(C(C(O2)=O)C2=CC(=C(C=C2)C)C)C1)C(C)(C)C 5,7-di-tert-butyl-3-(3,4-dimethylphenyl)-3H-benzofuran-2-one